N-(4-(4-morpholino-7H-pyrrolo[2,3-d]pyrimidin-6-yl)phenyl)-6-(piperazin-1-yl)pyridazin-3-amine O1CCN(CC1)C=1C2=C(N=CN1)NC(=C2)C2=CC=C(C=C2)NC=2N=NC(=CC2)N2CCNCC2